FC(F)=C1CCN2CCC=C12 (difluoromethylene)tetrahydro-1H-pyrrolizin